FC=1C=CC=C2C=CC=C(C12)B1OC(C(O1)(C)C)(C)C (8-fluoronaphthalen-1-yl)-4,4,5,5-tetramethyl-1,3,2-dioxaborolane